2-[(4,4-difluoro-2,2-dimethyl-butoxy)carbonylamino]-4-[2-methoxyethyl-[4-(5,6,7,8-tetrahydro-1,8-naphthyridin-2-yl)butyl]amino]butanoic acid FC(CC(COC(=O)NC(C(=O)O)CCN(CCCCC1=NC=2NCCCC2C=C1)CCOC)(C)C)F